FC1=C(C(=O)N[C@@H](C(=O)N2CCC3(C(CN(C3=O)C)C3=NC=CC=C3)CC2)C(C)C)C=C(C=C1)C(F)(F)F 2-fluoro-N-((2R)-3-methyl-1-(2-methyl-1-oxo-4-(pyridin-2-yl)-2,8-diazaspiro[4.5]decan-8-yl)-1-oxobutan-2-yl)-5-(trifluoromethyl)benzamide